NC1=NS(NC2=C1C(=CC=C2)OCC(C(=O)NCCC)(C)C)(=O)=O 3-((4-amino-2,2-dioxido-1H-2,1,3-benzothiadiazin-5-yl)oxy)-2,2-dimethyl-N-propyl-propionamide